lithium di-ketosuccinate O=C(C(C(=O)[O-])=O)C(=O)[O-].[Li+].[Li+]